C1(=CC=CC=C1)C(=CCCC(C)=O)CCC 6-phenyl-5-nonen-2-one